CC1=NNC2=NC=C(C=C21)CN2CCC1=CC=C(C=C21)C(=O)NC2=CC(=C(C=C2)CN2CCN(CC2)C)C(F)(F)F 1-((3-methyl-1H-pyrazolo[3,4-b]pyridin-5-yl)methyl)-N-(4-((4-methylpiperazin-1-yl)methyl)-3-(trifluoromethyl)phenyl)indoline-6-carboxamide